1,1-dichloro-3-bromo-1,3-disilacyclobutane Cl[Si]1(C[SiH](C1)Br)Cl